N-cyclopropyl-2-({3-[(E)-2-{1-[3-(pyrrolidin-1-yl)propyl]-1H-pyrazol-4-yl}vinyl]-1H-indazol-6-yl}thio)benzamide C1(CC1)NC(C1=C(C=CC=C1)SC1=CC=C2C(=NNC2=C1)\C=C\C=1C=NN(C1)CCCN1CCCC1)=O